(2S,4R)-1-((R)-2-Amino-3-methyl-3-(tritylthio)butanoyl)-4-hydroxy-N-((S)-1-(4-(4-methylthiazol-5-yl)phenyl)ethyl)pyrrolidine-2-carboxamide N[C@H](C(=O)N1[C@@H](C[C@H](C1)O)C(=O)N[C@@H](C)C1=CC=C(C=C1)C1=C(N=CS1)C)C(C)(SC(C1=CC=CC=C1)(C1=CC=CC=C1)C1=CC=CC=C1)C